3-Cyclopentyl-5-(4-hydroxyphenyl)isoxazolo[4,5-d]pyrimidin-7(6H)-one C1(CCCC1)C1=NOC2=C1N=C(NC2=O)C2=CC=C(C=C2)O